1-isopropyl-p-menthane-3,9-diol C(C)(C)C1(CC(C(CC1)C(CO)C)O)C